O=C1NC(CCC1N1C(C2=CC=C(C=C2C1)C1CCN(CC1)CC=1C=C(C(=O)O)C=CC1)=O)=O 3-((4-(2-(2,6-dioxo-piperidin-3-yl)-1-oxoisoindolin-5-yl)piperidin-1-yl)methyl)benzoic acid